O1C(CCCC1)OCC=1SC(=CN1)C=O 2-(((tetrahydro-2H-pyran-2-yl)oxy)methyl)thiazole-5-carbaldehyde